N-(4-((5-chloro-4-(2,4-difluorophenoxy)-2-(2-hydroxypropan-2-yl)phenyl)amino)-7-methoxyquinazolin-6-yl)-3-(1-methylpyrrolidin-2-yl)acrylamide ClC=1C(=CC(=C(C1)NC1=NC=NC2=CC(=C(C=C12)NC(C=CC1N(CCC1)C)=O)OC)C(C)(C)O)OC1=C(C=C(C=C1)F)F